FC1=CC=C(C=C1)[C@@H]1N(CCC2=CC=CC=C12)C(=O)OC(C)(C)C12CC(C1)(C2)N 2-(3-aminobicyclo[1.1.1]pentan-1-yl)propan-2-yl (S)-1-(4-fluorophenyl)-3,4-dihydroisoquinoline-2(1H)-carboxylate